tert-butyl 4-[[1-[3-(2,6-dioxo-3-piperidyl)-1-methyl-indazol-6-yl]-4-piperidyl]methyl]piperidine-1-carboxylate O=C1NC(CCC1C1=NN(C2=CC(=CC=C12)N1CCC(CC1)CC1CCN(CC1)C(=O)OC(C)(C)C)C)=O